2-chloro-1-(4-(phenylsulfonyl)piperazin-1-yl)ethan-1-one ClCC(=O)N1CCN(CC1)S(=O)(=O)C1=CC=CC=C1